ClC1=C2C=C(N(C2=CC=C1Cl)C)C(=O)N[C@@]1(COCC1)C=1C=CC(=NC1)C(=O)O |r| (±)-5-[3-(4,5-dichloro-1-methyl-1H-indole-2-amido)oxolan-3-yl]pyridine-2-carboxylic acid